(+/-)-tert-Butyl 3-[(3-Cyanophenoxy)methyl]-4-(4-methoxyphenyl)-3-methylpiperidine-1-carboxylate C(#N)C=1C=C(OCC2(CN(CCC2C2=CC=C(C=C2)OC)C(=O)OC(C)(C)C)C)C=CC1